tert-butyl (3-chlorophenyl)(2-cyano-2-(isoquinolin-4-ylamino)ethyl)carbamate ClC=1C=C(C=CC1)N(C(OC(C)(C)C)=O)CC(NC1=CN=CC2=CC=CC=C12)C#N